caprylyl salicylate C(C=1C(O)=CC=CC1)(=O)OC(CCCCCCC)=O